1,1,2-trisFluorotrichloroethane FC(C(F)(Cl)Cl)(F)Cl